F[C@H](CCCCC(=O)NC1=C(C=C(C=C1)NCC1=CC=C(C=C1)C(F)(F)F)NC)CF (6R)-6,7-Difluoro-N-(2-(methylamino)-4-((4-(trifluoromethyl)benzyl)amino)phenyl)heptanamid